23-Hydroxy-triaconta-25,28-dienoic acid OC(CCCCCCCCCCCCCCCCCCCCCC(=O)O)CC=CCC=CC